4-(3-hydroxy-2,6-dimethylphenyl)-2,8-dimethyl-7,8-dihydro-1,3,4,7,8,9-hexaazabenzo[cd]cyclopenta[f]azulen-6(4H)-one OC=1C(=C(C(=CC1)C)N1C=C2C(NC3=C(C4=C2C1=NC(=N4)C)C=NN3C)=O)C